[Si]12(OCCN(CCO1)CCO2)OCCO[Si]21OCCN(CCO2)CCO1 1,2-bis((2,8,9-trioxa-5-aza-1-silabicyclo[3.3.3]undec-1-yl)oxy)ethane